ClC1=C(C=CC(=C1)Cl)C1OC2=C(C=CC=C2C(=C1)F)C1CCN(CC1)CC1=NC2=C(N1CC1(CC1)CF)C=C(C=C2)C(=O)O 2-((4-(2-(2,4-dichlorophenyl)-4-fluoro-2H-chromen-8-yl)piperidin-1-yl)methyl)-1-((1-(fluoromethyl)cyclopropyl)methyl)-1H-benzo[d]imidazole-6-carboxylic acid